6-bromo-N-[(2-methyl-3-pyridyl)methyl]pyridine-3-carboxamide aluminum (ethyl-acetoacetate) mono-n-butyrate C(CCC)(=O)[O-].C(C)CC(CC(=O)[O-])=O.[Al+2].BrC1=CC=C(C=N1)C(=O)NCC=1C(=NC=CC1)C